4-(2-aminoethyl)benzonitrile NCCC1=CC=C(C#N)C=C1